7-(3-bromopropyl)undec-1-ene BrCCCC(CCCCC=C)CCCC